3-bromo-1-(3-chloropyridin-2-yl)-N-(2,4-dichloro-6-(cyclopropylaminocarboxy)phenyl)-N-methyl-1H-pyrazole-5-carboxamide BrC1=NN(C(=C1)C(=O)N(C)C1=C(C=C(C=C1C(=O)ONC1CC1)Cl)Cl)C1=NC=CC=C1Cl